NCC[C@@H]1C(CN(CC1)C(=O)OC(C)(C)C)(F)F tert-butyl (4S)-4-(2-aminoethyl)-3,3-difluoropiperidine-1-carboxylate